N-(6-(1-methyl-1H-pyrazol-4-yl)pyridin-2-yl)-2-morpholinooxazolo[4,5-b]pyridine-6-carboxamide CN1N=CC(=C1)C1=CC=CC(=N1)NC(=O)C=1C=C2C(=NC1)N=C(O2)N2CCOCC2